C1(CC1)C1=C(C(=NO1)C1=C(C=NC=C1Cl)Cl)/C=C/C1C2CN(CC12)C1=NOC(=N1)C1=CC(=NC(=C1)OC)C(=O)O (E)-4-(3-(6-(2-(5-cyclopropyl-3-(3,5-dichloropyridin-4-yl)isoxazol-4-yl)vinyl)-3-azabicyclo[3.1.0]hex-3-yl)-1,2,4-oxadiazol-5-yl)-6-methoxypyridine-2-carboxylic acid